O-methoxystyrene COC1=CC=CC=C1C=C